CC1CCOC1(C(F)(F)F)C 4,5-dimethyl-5-(trifluoromethyl)tetrahydrofuran